4-benzyloxybenzophenone C(C1=CC=CC=C1)OC1=CC=C(C(=O)C2=CC=CC=C2)C=C1